Cl(=O)(=O)(=O)O.OC(C)C1=NC=CN1CCCCCCCCCC 1-hydroxyethyl-3-decanyl-imidazole perchlorate